4-(4-(cyclopropyloxy)piperazin-1-yl)-N-(1-methylcyclopropyl)-9H-pyrimido[4,5-b]indole-7-sulfonamide C1(CC1)ON1CCN(CC1)C1=NC=NC=2NC3=CC(=CC=C3C21)S(=O)(=O)NC2(CC2)C